((1s,3s)-3-hydroxy-3-methylcyclobutyl)(7-phenyl-2-azaspiro[3.5]non-2-yl)methanone OC1(CC(C1)C(=O)N1CC2(C1)CCC(CC2)C2=CC=CC=C2)C